2-chloro-3-methoxy-5-nitro-pyridine ClC1=NC=C(C=C1OC)[N+](=O)[O-]